NC1=NN2C(C=CC=C2C2=CC=C(C=C2)N2CCSCC2)=N1 4-(4-(2-amino-[1,2,4]triazolo[1,5-a]pyridin-5-yl)phenyl)thiomorpholine